BrC=1C(=CC(N(C1C)C)=O)C 5-bromo-1,4,6-trimethyl-pyridin-2-one